CC(C)[C@]1(C(=O)NC(=N1)C2=C(C=CC=N2)C(=O)[O-])C.CC(C)[NH3+] The molecule is an organoammonium salt resulting from the formal reaction of the carboxy group of (S)-imazapyr with isopropylamine. It contains an isopropylaminium and a (S)-imazapyr(1-). It is an enantiomer of a (R)-imazapyr-isopropylammonium.